N-(4-chloropyridin-2-yl)-3-fluorobenzamide ClC1=CC(=NC=C1)NC(C1=CC(=CC=C1)F)=O